4-(5-cyano-2-methoxyphenyl)-N-(5-(4-(ethylsulfonamido)phenyl)thiazolo[5,4-b]pyridin-2-yl)-6-methylnicotinamide C(#N)C=1C=CC(=C(C1)C1=CC(=NC=C1C(=O)NC=1SC2=NC(=CC=C2N1)C1=CC=C(C=C1)NS(=O)(=O)CC)C)OC